7-((4-((2-(dimethylphosphoryl)phenyl)amino)-7H-pyrrolo[2,3-d]pyrimidin-2-yl)amino)-3,4-dihydroquinolin-2(1H)-one CP(=O)(C)C1=C(C=CC=C1)NC=1C2=C(N=C(N1)NC1=CC=C3CCC(NC3=C1)=O)NC=C2